(2R,3S)-2-(4-(cyclopentylamino)phenyl)-1-(2-fluoro-6-methylbenzoyl)piperidine-3-carboxylic acid C1(CCCC1)NC1=CC=C(C=C1)[C@@H]1N(CCC[C@@H]1C(=O)O)C(C1=C(C=CC=C1C)F)=O